N-(5-(((1S,2R,4R)-7-oxabicyclo(2.2.1)heptan-2-yl)oxy)-1,3,4-thiadiazol-2-yl)-2'-chloro-5'-methoxy-6-methyl-(4,4'-bipyridine)-3-carboxamide [C@@H]12[C@@H](C[C@@H](CC1)O2)OC2=NN=C(S2)NC(=O)C=2C=NC(=CC2C2=CC(=NC=C2OC)Cl)C